tert-butyl (E)-(4-(dimethylamino)-3-methyl-4-oxobut-2-en-1-yl)(2-(4-iodophenoxy)ethyl)carbamate CN(C(/C(=C/CN(C(OC(C)(C)C)=O)CCOC1=CC=C(C=C1)I)/C)=O)C